ClC1=CC(=C2C=C(NC2=C1F)C(=O)N1CCN(CC1)C1=NC=C(C=C1OC)F)C1CN(CC1)C(=O)OC(C)(C)C tert-butyl 3-[6-chloro-7-fluoro-2-[4-(5-fluoro-3-methoxy-2-pyridyl)piperazine-1-carbonyl]-1H-indol-4-yl]pyrrolidine-1-carboxylate